CC1=C(OC2=C1N=C(N=C2N2CCOCC2)N2N=C(C=C2)C2=CC=CC=C2)C2=NC=CC=C2 7-methyl-4-morpholino-2-(3-phenyl-1H-pyrazol-1-yl)-6-(pyridin-2-yl)furo[3,2-d]pyrimidine